S-(4-((2-aminoethyl) carbamoyl) benzyl) thioacetate hydrochloride Cl.C(C)(=O)SCC1=CC=C(C=C1)C(NCCN)=O